[Fe].[Ti].[V] Vanadium-titanium-iron